ethyl (R)-5-methyl-2,3,4,5-tetrahydrobenzo[f][1,4]oxazepine-7-carboxylate C[C@H]1NCCOC2=C1C=C(C=C2)C(=O)OCC